(1S,4S)-4-(8-((3-chlorophenyl)amino)-2-(methyl-(tetrahydro-2H-pyran-4-yl)amino)-9H-purin-9-yl)cyclohexane-1-carboxamide ClC=1C=C(C=CC1)NC=1N(C2=NC(=NC=C2N1)N(C1CCOCC1)C)C1CCC(CC1)C(=O)N